N-formylmethionineO-alanine C(=O)N([C@@H](CCSC)C(=O)O)N[C@@H](C)C(=O)O